FC=1C=C(C=C2C=NC(=NC12)N1CCC(CC1)O)CN1C[C@H]([C@@H](C1)COC)OC=1C=C2CN(C(C2=CC1)=O)[C@@H]1C(NC(CC1)=O)=O (3S)-3-(5-{[(3S,4S)-1-{[8-fluoro-2-(4-hydroxypiperidin-1-yl)quinazolin-6-yl]methyl}-4-(methoxymethyl)pyrrolidin-3-yl]oxy}-1-oxo-2,3-dihydro-1H-isoindol-2-yl)piperidine-2,6-dione